4,4'-DiaminoDiphenyl-Methane C1=CC(=CC=C1CC2=CC=C(C=C2)N)N